rel-2-Thioxo-1-((2-((2R,4R)-4-(trifluoromethyl)piperidin-2-yl)pyridin-3-yl)methyl)-1,2,3,5-tetrahydro-4H-pyrrolo[3,2-d]pyrimidin-4-one S=C1NC(C2=C(N1CC=1C(=NC=CC1)[C@@H]1NCC[C@H](C1)C(F)(F)F)C=CN2)=O |o1:14,18|